(2-fluoro-4-(methylcarbamoyl)phenyl)boronic acid FC1=C(C=CC(=C1)C(NC)=O)B(O)O